O1CC(C(C1)N)N tetrahydrofuran-3,4-diamine